cyclopentyl(2-(pyrrolidin-1-yl)-4,5-dihydro-1H-imidazol-1-yl)methanone C1(CCCC1)C(=O)N1C(=NCC1)N1CCCC1